CC1=C(OC2=C(C=C(C=C2C1=O)C)[C@@H](C)NC=1C(=NC=CC1)C(=O)OC(C)(C)C)C1=CC=CC=C1 tert-Butyl 3-[[(1R)-1-(3,6-dimethyl-4-oxo-2-phenyl-chromen-8-yl)ethyl]amino]pyridine-2-carboxylate